C1CCC2=C(C=CC=C12)NC1=C(C=C2C(=N1)NN=C2NC(=O)C2CCCC2)F N-(6-((2,3-dihydro-1H-inden-4-yl)amino)-5-fluoro-1H-pyrazolo[3,4-b]pyridin-3-yl)cyclopentanecarboxamide